[Ga].[Al].[Y].C(C1=CC=CC=C1)OCCOC1=CN=C(S1)CO (5-(2-(Benzyloxy)ethoxy)thiazol-2-yl)methanol yttrium-aluminum gallium